methyl-3,6-methano-1,2,3,6-tetrahydrophthalic anhydride CC12C(=O)OC(C1C1C=CC2C1)=O